3-CARBOXY-4,5-DIFLUOROPHENYLBORONIC ACID C(=O)(O)C=1C=C(C=C(C1F)F)B(O)O